Cl.NC1=NC=C(C2=C1C=NN2)NC(=O)C(=O)N(C(C)C2=NC=C(C=C2)C(F)(F)F)C N-(4-amino-1H-pyrazolo[4,3-c]pyridin-7-yl)-N'-methyl-N'-[1-[5-(trifluoromethyl)-2-pyridyl]ethyl]oxamide Hydrogen chloride